1-((2,4-dimethylthiazol-5-yl)methyl)-3-((1-(2-hydroxyethyl)-1H-pyrazol-4-yl)methyl)-N-(1-methylcyclopropyl)-2,4-dioxo-1,2,3,4-tetrahydrothieno[2,3-d]pyrimidine-6-sulfonamide CC=1SC(=C(N1)C)CN1C(N(C(C2=C1SC(=C2)S(=O)(=O)NC2(CC2)C)=O)CC=2C=NN(C2)CCO)=O